ClC=1C=C(C=CC1)NC(=O)C1C(=NN(C1=O)C1=CC=C(C=C1)OC(F)F)C N-(3-chlorophenyl)-1-[4-(difluoromethoxy)phenyl]-3-methyl-5-oxo-4H-pyrazole-4-carboxamide